OC1(CC(C1)Cl)C(=O)O 1-hydroxy-3-chlorocyclobutane-1-carboxylic acid